(S)-3-aminobutanol N[C@H](CCO)C